2-Cyclopropyl-N7-(1,1-dioxo-3,4-dihydro-2H-thiochromen-4-yl)pyrazolo[1,5-a]pyrimidine-3,7-dicarboxamide C1(CC1)C1=NN2C(N=CC=C2C(=O)NC2CCS(C3=CC=CC=C23)(=O)=O)=C1C(=O)N